di(dodecyloxypropyl)amine C(CCCCCCCCCCC)OCCCNCCCOCCCCCCCCCCCC